L-alaninate N[C@@H](C)C(=O)[O-]